O=C1NC(CC[C@H]1NC(CC=1C=C2CC(NC2=CC1)=O)=O)=O (R)-N-(2,6-dioxopiperidin-3-yl)-2-(2-oxoindolin-5-yl)acetamide